C1(CCC1)CN(C(OC(C)(C)C)=O)C1CN(CCC1)C1=CN=C(S1)CN1N=NC(=C1)C1=C2C=NN(C2=CC(=C1)OC)C1OCCCC1 tert-butyl N-(cyclobutylmethyl)-N-[1-[2-[[4-(6-methoxy-1-tetrahydropyran-2-yl-indazol-4-yl)triazol-1-yl]methyl]thiazol-5-yl]-3-piperidyl]carbamate